3-(4-(tert-butyl)phenyl)-2-methylpropanoic acid C(C)(C)(C)C1=CC=C(C=C1)CC(C(=O)O)C